C(C)OC([C@H](CC1CC1)OC1=C(C=C(C=C1)Br)C1=NOCC1OCCCC)=O (2S)-2-[4-bromo-2-(4-butoxy-4,5-dihydroisoxazol-3-yl)phenoxy]-3-cyclopropylpropionic acid ethyl ester